FC=1C(=C(C=C(C1F)F)C1=CC=CC=C1)[N+](=O)[O-] 3,4,5-trifluoro-2-nitrobiphenyl